2-[3-(2,6-dioxo-3-piperidinyl)-2-methyl-4-oxo-quinazolin-8-yl]oxyacetaldehyde O=C1NC(CCC1N1C(=NC2=C(C=CC=C2C1=O)OCC=O)C)=O